N-[5-Chloro-4-(4-chloro-α-cyanobenzyl)-2-methylphenyl]-2-hydroxy-3,5-diiodobenzamide ClC=1C(=CC(=C(C1)NC(C1=C(C(=CC(=C1)I)I)O)=O)C)C(C1=CC=C(C=C1)Cl)C#N